i-octylisothiazolin-3-one C(CCCCC(C)C)C1C(NSC1)=O